FC1=CC2=C(N(CCCC2=O)C(CNC2=C(C#N)C(=CC(=N2)C(F)(F)F)C(F)(F)F)=O)C=C1 2-((2-(7-fluoro-5-oxo-2,3,4,5-tetrahydro-1H-benzo[b]azepin-1-yl)-2-oxoethyl)amino)-4,6-bis(trifluoromethyl)nicotinonitrile